(1S,2R,3S,5R)-3-(2-(2-amino-3-bromoquinolin-7-yl)ethyl)-3-methyl-5-(4-methyl-7H-pyrrolo[2,3-d]pyrimidin-7-yl)cyclopentane-1,2-diol NC1=NC2=CC(=CC=C2C=C1Br)CC[C@@]1([C@H]([C@H]([C@@H](C1)N1C=CC2=C1N=CN=C2C)O)O)C